CC=CC(=O)OCCC[Si](OC)(OC)OC gamma-(methyl)acryloxypropyltrimethoxysilane